FC1(CCNCC1)C(=O)N[C@H](C)\C=C/S(=O)(=O)C 4-fluoro-N-((R,Z)-4-(methylsulfonyl)but-3-en-2-yl)piperidine-4-carboxamide